C(C1=CC=CC=C1)N1C2=C(OCC1=O)C=CC(=C2)C(=O)NC2=CNC1=CC=CC=C21 4-benzyl-N-(1H-indol-3-yl)-3-oxo-3,4-dihydro-2H-benzo[b][1,4]oxazine-6-carboxamide